(2R,3R,4R,5S)-1-(2-{[1-(4-azido-2-nitrophenyl)azetidin-3-yl]oxy}ethyl)-2-(hydroxymethyl)piperidine-3,4,5-triol N(=[N+]=[N-])C1=CC(=C(C=C1)N1CC(C1)OCCN1[C@@H]([C@H]([C@@H]([C@H](C1)O)O)O)CO)[N+](=O)[O-]